1H-benzimidazole-1-ethanol N1(C=NC2=C1C=CC=C2)CCO